N1N=NC2=C1C=CC(=C2)B(O)O 1H-1,2,3-benzotriazol-5-ylboronic acid